O(S(=O)(=O)C(F)(F)F)C1=CC(=C2C(CC(OC2=C1)=O)(C)C)C=C 4,4-dimethyl-2-oxo-5-vinylchroman-7-yl triflate